NC=1C=CC(=C2CN(C(C12)=O)C(C(C#N)=C)C)C1=CC=C2C=NN(C2=C1)C 3-[7-amino-4-(1-methyl-1H-indazol-6-yl)-1-oxo-2,3-dihydro-1H-isoindol-2-yl]-2-methylidenebutanenitrile